2,3,7,8,12,13,17,18-octaethylporphyrin chloride [Cl-].C(C)C1=C2NC(=C1CC)C=C1C(=C(C(=N1)C=C1C(=C(C(N1)=CC=1C(=C(C(N1)=C2)CC)CC)CC)CC)CC)CC